BrC1=C(C=C2CCC3(CN(C3)C(=O)OC(C)(C)C)CC2)C=CC=C1 tert-Butyl 7-(2-bromobenzylidene)-2-azaspiro[3.5]nonane-2-carboxylate